[Na].[Si](C)(C)(C(C)(C)C)OC=1C=C(C=CC1O[Si](C)(C)C(C)(C)C)C(C(=O)O)C 3,4-di[tert-butyldimethylsilyloxy]phenylpropionic acid sodium